C(\C(\C)=C/C(=O)[O-])(=O)OC(CCC)CCCC 4-octyl citraconate